COC1=CC=C(C=C1)C(OC[C@]1(O[C@H](CN(C1)CCCCCCCCCCCCCCCC)N1C(NC(C(=C1)C)=O)=O)CO)(C1=CC=CC=C1)C1=CC=C(C=C1)OC 1-[(2R,6R)-6-[[bis(4-methoxyphenyl)-phenyl-methoxy]methyl]-4-hexadecyl-6-(hydroxymethyl)morpholin-2-yl]-5-methyl-pyrimidine-2,4-dione